C1(CCC1)CC1COCCN1C1=CC2=C(C=N1)C(=NN2C)C=2C(=C(C(=C(C2)C(F)(F)F)F)O)F 3-(6-(3-(Cyclobutylmethyl)morpholino)-1-methyl-1H-pyrazolo[4,3-c]pyridin-3-yl)-2,6-difluoro-5-(trifluoromethyl)phenol